7-(benzyloxy)-3-(2,6-bis(benzyloxy)pyridin-3-yl)-1-methyl-1H-indazole C(C1=CC=CC=C1)OC=1C=CC=C2C(=NN(C12)C)C=1C(=NC(=CC1)OCC1=CC=CC=C1)OCC1=CC=CC=C1